C1(CC1)C1=CC=C(C=N1)N1C=C(C=2C1=NC=C(C2)C=2C(=NOC2C)C)C2=CC(=C(C(=O)O)C=C2OC(F)(F)F)F 4-(1-(6-cyclopropylpyridin-3-yl)-5-(3,5-dimethylisoxazol-4-yl)-1H-pyrrolo[2,3-b]pyridin-3-yl)-2-fluoro-5-(trifluoromethoxy)benzoic acid